C(C1=CC=CC=C1)N1CC[C@H](CCC1)C=1C=C2CN(C(C2=CC1)=O)[C@@H]1C(NC(CC1)=O)=O (S)-3-(5-((S)-1-benzyl-azepan-4-yl)-1-oxo-isoindolin-2-yl)piperidine-2,6-dione